NC=1C=2N(C(=CN1)C)C(=NC2C2=C(C=C(C=C2)NC(C(O)C2=CC(=CC(=C2)C)F)=O)C)C N-(4-(8-amino-3,5-dimethylimidazo[1,5-a]pyrazin-1-yl)-3-methyl-phenyl)-2-(3-fluoro-5-methylphenyl)-2-hydroxyacetamide